3-((1H-indazol-6-yl)thio)aniline N1N=CC2=CC=C(C=C12)SC=1C=C(N)C=CC1